4-Amino-7-iodo-2-oxo-1-phenyl-1,2-dihydroquinoline-3-carbonitrile NC1=C(C(N(C2=CC(=CC=C12)I)C1=CC=CC=C1)=O)C#N